4-(1-(1-acryloylpyrrolidin-3-yl)-5-aminoimidazo[1,5-c]pyrimidin-3-yl)-2-chloro-N-(4-cyclopropylpyridin-2-yl)benzamide ethyl-1-(2-fluoro-6-nitrophenyl)piperidine-4-carboxylate C(C)OC(=O)C1CCN(CC1)C1=C(C=CC=C1[N+](=O)[O-])F.C(C=C)(=O)N1CC(CC1)C=1N=C(N2C(=NC=CC21)N)C2=CC(=C(C(=O)NC1=NC=CC(=C1)C1CC1)C=C2)Cl